N-(4-fluoropyridin-2-yl)-7-methoxy-2-(tetrahydro-2H-pyran-4-yl)imidazo[1,2-a]pyridine-6-carboxamide FC1=CC(=NC=C1)NC(=O)C=1C(=CC=2N(C1)C=C(N2)C2CCOCC2)OC